1-[3-(2-methoxyethyl)-7-morpholino-3H-1,3,4-triazainden-5-yl]-3-(m-tolyl)-1H-1,2,4-triazole COCCN1C=NC2=C(C=C(N=C12)N1N=C(N=C1)C=1C=C(C=CC1)C)N1CCOCC1